bis(2,4,6-trimethylbenzoyl)phenyl phosphate P(=O)(OC1=C(C(=CC=C1)C(C1=C(C=C(C=C1C)C)C)=O)C(C1=C(C=C(C=C1C)C)C)=O)([O-])[O-]